tert-butyl N-[(3R,4R)-3-fluoropiperidin-4-yl]carbamate CC(C)(C)OC(=O)N[C@@H]1CCNC[C@H]1F